(S)-N1-(1-(2-(2-Adamantylamino)-2-oxoethyl)-2-oxo-1,2-dihydropyridin-3-yl)-2-(3-methylbenzofuran-2-carboxamido)-5-oxo-N6-pentylhexandiamid C12C(C3CC(CC(C1)C3)C2)NC(CN2C(C(=CC=C2)NC([C@H](CCC(C(=O)NCCCCC)=O)NC(=O)C=2OC3=C(C2C)C=CC=C3)=O)=O)=O